N-(but-2-yn-1-yl)-4-hydroxy-6-(1H-pyrazol-1-yl)nicotinamide C(C#CC)NC(C1=CN=C(C=C1O)N1N=CC=C1)=O